C(#N)C1=CC=C(C=C1)C1=CC(=NC=2N1N=C(C2)C2=C(C=C(C=C2)N2C[C@H](CC2)C(=O)N)F)C(=O)N2[C@@H](C1=CC=CC=C1CC2)C (3S)-1-{4-[7-(4-cyanophenyl)-5-[(1R)-1-methyl-1,2,3,4-tetrahydroisoquinoline-2-carbonyl]pyrazolo[1,5-a]pyrimidin-2-yl]-3-fluorophenyl}pyrrolidine-3-carboxamide